C(C)N(CCOCC(=O)N(CC)C)CC 2-[2-(diethylamino)ethoxy]-N-methyl-N-ethyl-acetamide